COC(C1=C(C=CC=C1)OC=C(C1=CC=CC=C1)OCC\C=C/CC)=O ((2-(((Z)-hex-3-en-1-yl)oxy)-2-phenylethenyl)oxy)benzoic acid methyl ester